tert-butyl (1S,2R,3S,6R,7S)-3-{[(1S)-1-carbamoyl-2-[(3S)-2-oxopyrrolidin-3-yl]ethyl]carbamoyl}-9,9-difluoro-4-azatricyclo[5.2.1.0^{2,6}]decane-4-carboxylate C(N)(=O)[C@H](C[C@H]1C(NCC1)=O)NC(=O)[C@@H]1[C@H]2[C@H]3C(C[C@@H]([C@H]2CN1C(=O)OC(C)(C)C)C3)(F)F